F[C@H]1[C@H](N(C[C@@H]1O)C(=O)OC(C)(C)C)C(NCC1=CC=C(C=C1)C1=C(N=CS1)C)=O tert-butyl (2R,3S,4S)-3-fluoro-4-hydroxy-2-((4-(4-methylthiazol-5-yl)benzyl)carbamoyl)pyrrolidine-1-carboxylate